2-(3,5-dichloro-4-((4-ethyl-5-oxo-4,5-dihydro-1,3,4-oxadiazol-2-yl)methyl)phenyl)-3,5-dioxo-2,3,4,5-tetrahydro-1,2,4-triazine-6-carbonitrile ClC=1C=C(C=C(C1CC=1OC(N(N1)CC)=O)Cl)N1N=C(C(NC1=O)=O)C#N